[(2S,5R)-5-(5-amino-7,9-difluoro[1,2,4]triazolo[1,5-c]quinazolin-2-yl)-2-methylpiperidin-1-yl](cis-3-hydroxy-3-methylcyclobutyl)methanone NC1=NC=2C(=CC(=CC2C=2N1N=C(N2)[C@@H]2CC[C@@H](N(C2)C(=O)C2CC(C2)(C)O)C)F)F